(E)-3-(4-((E)-1-(1H-indazol-5-yl)-2-(o-tolyl)but-1-en-1-yl)phenyl)acrylic acid N1N=CC2=CC(=CC=C12)\C(=C(/CC)\C1=C(C=CC=C1)C)\C1=CC=C(C=C1)/C=C/C(=O)O